4-[3-bromo-4-[(2,4-difluorobenzyl)oxy]-6-methyl-2-oxopyridin-1(2H)-yl]-3,5-difluorobenzaldehyde BrC=1C(N(C(=CC1OCC1=C(C=C(C=C1)F)F)C)C1=C(C=C(C=O)C=C1F)F)=O